C(C1=CC=CC=C1)N1C(=NC2=NC=NC2=C1)N N-benzyl-aminopurine